ClC=1C=C(C=C(C1)NS(=O)(=O)C)NC(=O)C=1SC(=C(C1)C1=NC=C(C=C1C#N)C(F)(F)F)C N-(3-chloro-5-(methylsulfonamido)phenyl)-4-(3-cyano-5-(trifluoromethyl)pyridin-2-yl)-5-methylthiophene-2-carboxamide